OC[C@@H]1OC[C@H]([C@H]1O)O (2S,3R,4R)-2-(hydroxymethyl)oxolane-3,4-diol